1-(2,5-dichloro-4-methyl-phenyl)-3-[(1S)-1-(2-pyrimidin-2-yl-1,2,4-triazol-3-yl)ethyl]urea ClC1=C(C=C(C(=C1)C)Cl)NC(=O)N[C@@H](C)C=1N(N=CN1)C1=NC=CC=N1